FC=1C=C(C=CC1F)C(CC)O 1-(3,4-difluorophenyl)propan-1-ol